ClC1=C(C=CC=C1)C=1N(C2SC3=C(N2C1)C=CC=C3)CCCN(CC)CC 2-(2-chlorophenyl)-N-(3-(diethylamino)propyl)benzo[d]imidazo[2,1-b]thiazole